4,4'-methylenebis(6-tert-butyl-2-methylphenol) C(C1=CC(=C(C(=C1)C(C)(C)C)O)C)C1=CC(=C(C(=C1)C(C)(C)C)O)C